C1(=CCCC1)[C@@H]1N(CC[C@@H](C1)C(F)(F)F)C(=O)N[C@@H](C)\C=C\S(=O)(=O)C (2R,4S)-2-(cyclopent-1-en-1-yl)-N-((S,E)-4-(methylsulfonyl)but-3-en-2-yl)-4-(trifluoromethyl)piperidine-1-carboxamide